(E)-2-bromo-1-phenylethane-1-one O-methyloxime CO\N=C(\CBr)/C1=CC=CC=C1